di(tertiary butyl-imino)di(ethylmethylamino)tungsten C(C)(C)(C)N=[W](N(CC)C)(N(C)CC)=NC(C)(C)C